ClC1=C(C(=CC=C1Cl)F)C1(CN(CC1)C(=O)OC(C)(C)C)NC=1C=C2C(N(C=NC2=CC1)C([2H])([2H])[2H])=O tertbutyl 3-(2,3-dichloro-6-fluorophenyl)-3-((3-(methyl-d3)-4-oxo-3,4-dihydroquinazolin-6-yl)amino)pyrrolidine-1-carboxylate